C(C1=CC=CC=C1)SC1=C2CN(C(C2=CC=C1)=O)C1C(NC(CC1)=O)=O 3-(4-(benzylsulfanyl)-1-oxoisoindolin-2-yl)piperidine-2,6-dione